C(C(C)C)O[Si](O[Si](C)(C)C)(C)C 1-iso-butoxy-1,1,3,3,3-pentamethyldisiloxane